ClC=1C(=C(C=CC1)NC1=C(NC2=C1C(NCC2CC2OCCOC2)=O)C2=C(C=NC=C2)F)OC 3-[(3-chloro-2-methoxyphenyl)amino]-7-(1,4-dioxan-2-ylmethyl)-2-(3-fluoropyridin-4-yl)-1h,5h,6h,7h-pyrrolo[3,2-c]pyridin-4-one